(trimethylsilylmethyl)(pyridine) nickel (II) [Ni+2].C[Si](C)(C)CC1=NC=CC=C1